4-[1-(2,6-Dioxo-3-piperidyl)-3-methyl-2-oxo-benzimidazol-4-yl]cyclohexanecarbaldehyde O=C1NC(CCC1N1C(N(C2=C1C=CC=C2C2CCC(CC2)C=O)C)=O)=O